2-aminoindane HCl Cl.NC1CC2=CC=CC=C2C1